CC1=NC(=NO1)C1=CC=C2C=CN=C(C2=C1)NCCN1C(N2C(C=NC(=C2)C(=O)OC(C)C)=C1)=O Propan-2-yl 2-(2-{[7-(5-methyl-1,2,4-oxadiazol-3-yl)isoquinolin-1-yl]amino}ethyl)-3-oxo-2H,3H-imidazo[1,5-a]pyrazine-6-carboxylate